2-(ISOPROPYLAMINO)-6-OXO-5-(((1-PHENYLCYCLOBUTYL)METHYL)AMINO)PYRIMIDIN C(C)(C)NC=1NC(C(=CN1)NCC1(CCC1)C1=CC=CC=C1)=O